ClC=1C=C2C(C(=CN(C2=CC1N1[C@H](CCC1)COC1=NC=CC=C1Cl)C1=CC=NC=C1)C(=O)O)=O (R)-6-chloro-7-(2-(((3-chloropyridin-2-yl)oxy)methyl)pyrrolidin-1-yl)-4-oxo-1-(pyridin-4-yl)-1,4-dihydroquinoline-3-carboxylic acid